C(C=C)(=O)NCC1=NC=CC=C1 acrylamidomethylpyridine